Cl.C1(=CC=CC=C1)[C@@H]1[C@H](CNC1)C(=O)NC1=CC(=CC=C1)NC1=CC=CC=C1 (3R,4S)-4-phenyl-N-[3-(phenylamino)phenyl]pyrrolidine-3-carboxamide hydrochloride